CC1=C(C(=O)NC2=C(C(=NN2C)C(F)(F)F)Cl)C=CC=C1 2-methyl-N-(4-chloro-1-methyl-3-(trifluoromethyl)-1H-pyrazol-5-yl)benzamide